lauryladipic acid diamide C(CCCCCCCCCCC)C(C(=O)N)CCCC(=O)N